5-(isopropylthio)-4-(4-(trifluoromethyl)cyclohex-1-en-1-yl)thiazol-2-yl-3-methyl-1H-pyrazole-5-carboxylate C(C)(C)SC1=C(N=C(S1)OC(=O)C1=CC(=NN1)C)C1=CCC(CC1)C(F)(F)F